vanadium-aluminium phosphorus methyl 3-(4-(5-((4-((4-(acetamidomethyl)piperidin-1-yl)methyl)-6-(3,5-dichlorophenyl)pyridin-2-yl)oxy)pyrimidin-2-yl)piperazin-1-yl)propanoate C(C)(=O)NCC1CCN(CC1)CC1=CC(=NC(=C1)C1=CC(=CC(=C1)Cl)Cl)OC=1C=NC(=NC1)N1CCN(CC1)CCC(=O)OC.[P].[Al].[V]